(5R)-5-ethyl-5-methyl-3-(5-methyl-6-spiro[1H-isobenzofuran-3,1'-cyclobutane]-5-yloxy-3-pyridinyl)imidazolidine-2,4-dione C(C)[C@@]1(C(N(C(N1)=O)C=1C=NC(=C(C1)C)OC=1C=C2C(=CC1)COC21CCC1)=O)C